cis-amino(((3-(methoxycarbonyl)cyclohexyl)methyl)amino)methylimino chloride NC(NC[C@@H]1C[C@@H](CCC1)C(=O)OC)N(Cl)Cl